FC(C=1C=CC2=C(C1)OC1(CCOCC1)C1=C2N=C(S1)N)(F)F 7-(trifluoromethyl)-2',3',5',6'-tetrahydrospiro[chromeno[4,3-d]thiazole-4,4'-pyran]-2-amine